O[C@@]1([C@H](CCC1)N1C(C(=CC2=C1N=C(N=C2)NC2(C(CN(CC2([2H])[2H])S(=O)(=O)C)([2H])[2H])[2H])C([2H])([2H])[2H])=O)C (+)-8-((1S,2S)-2-hydroxy-2-methylcyclopentyl)-6-(methyl-d3)-2-((1-(methylsulfonyl)piperidin-4-yl-3,3,4,5,5-d5)-amino)pyrido[2,3-d]pyrimidin-7(8H)-one